NC=1C=2N(C=CN1)C(=NC2C2=C(C=C(C=C2)[C@](C)(C2=CC(=CC=C2)C(F)(F)F)O)OC)[C@H]2CN1C(C(C[C@@H]1CC2)(C)C)=O (6R,8aS)-6-[8-Amino-1-(4-{(1S)-1-hydroxy-1-[3-(trifluoromethyl)phenyl]ethyl}-2-methoxyphenyl)imidazo[1,5-a]pyrazin-3-yl]-2,2-dimethylhexahydroindolizin-3(2H)-on